N-(methyl-d3)-3-(4,4,5,5-tetramethyl-1,3,2-dioxaborolan-2-yl)benzamide C(NC(C1=CC(=CC=C1)B1OC(C(O1)(C)C)(C)C)=O)([2H])([2H])[2H]